FC=1C(=CC=C2C=C(C(OC12)=O)C(=O)NCCCCCC)O 8-Fluoro-N-hexyl-7-hydroxy-2-oxo-2H-chromene-3-carboxamide